3-bromo-9-hydroxyphenanthrene BrC=1C=CC=2C=C(C3=CC=CC=C3C2C1)O